Cl.CC1(CC(CNC1)O)C 5,5-dimethyl-piperidin-3-ol hydrochloride